NCCNC(C1=C(C=CC(=C1)C=1C(=NC=CC1)OCC)N1[C@@H](CN(CC1)C(C1=C(C=CC=C1)C(F)(F)F)=O)CC)=O N-(2-aminoethyl)-5-(2-ethoxypyridin-3-yl)-2-[(2R)-2-ethyl-4-[2-(trifluoromethyl)benzoyl]piperazin-1-yl]benzamide